2-(3-fluoro-2-(trifluoromethyl)phenyl)-6-hydroxy-6-methyl-2-methylamino-cyclohexan-1-one FC=1C(=C(C=CC1)C1(C(C(CCC1)(C)O)=O)NC)C(F)(F)F